C1(=C(C(=CC(=C1)C)C)[B-](C1=C(C=C(C=C1C)C)C)(C1=C(C=C(C=C1C)C)C)C1=C(C=C(C=C1C)C)C)C.C1(CCCCC1)[PH+](C1=CC(=CC(=C1)OCC)OCC)C1CCCCC1 dicyclohexyl-(3,5-diethoxyphenyl)phosphonium tetramesitylborate